diphenyl-(4-(phenylthio)phenyl)sulfonium hexafluorophosphate F[P-](F)(F)(F)(F)F.C1(=CC=CC=C1)[S+](C1=CC=C(C=C1)SC1=CC=CC=C1)C1=CC=CC=C1